Ethyl 2-{[(2,6-dichlorophenyl)-carbamoyl]oxy}-3-(1H-pyrazol-1-yl)propanoate ClC1=C(C(=CC=C1)Cl)NC(=O)OC(C(=O)OCC)CN1N=CC=C1